4-Methylbenzene-1,3-diamine CC1=C(C=C(C=C1)N)N